1-(3-fluorobenzyl)-5-(methylcarbamoyl)-6-oxo-1,6-dihydropyridine-3-carboxylic acid butyl ester C(CCC)OC(=O)C1=CN(C(C(=C1)C(NC)=O)=O)CC1=CC(=CC=C1)F